N-(3-amino-4-methoxyphenyl)octanamide NC=1C=C(C=CC1OC)NC(CCCCCCC)=O